CN(CCOC1=C(C(=O)C2=CC=CC=C2)C=CC=C1)C [2-(dimethylamino)ethoxy]benzophenone